tert-butyl 6-chloro-6'-methoxy-1-((2-(trimethylsilyl)ethoxy)methyl)-1H,1'H-[3,5'-bipyrrolo[2,3-b]pyridine]-1'-carboxylate ClC1=CC=C2C(=N1)N(C=C2C=2C=C1C(=NC2OC)N(C=C1)C(=O)OC(C)(C)C)COCC[Si](C)(C)C